2-[2-hydroxy-4-[3-(2-ethylhexyl-oxy)-2-hydroxy-propoxy]phenyl]-4,6-bis(2,4-dimethylphenyl)-1,3,5-triazine OC1=C(C=CC(=C1)OCC(COCC(CCCC)CC)O)C1=NC(=NC(=N1)C1=C(C=C(C=C1)C)C)C1=C(C=C(C=C1)C)C